6-((1S,6S)-6-aminocyclohex-3-en-1-yl)-2,7-dichloro-N-(pyridin-4-ylmethyl)thieno[3,2-d]pyrimidin-4-amine N[C@H]1CC=CC[C@@H]1C1=C(C=2N=C(N=C(C2S1)NCC1=CC=NC=C1)Cl)Cl